(3-Pentan-3-yl-1H-indol-4-yl) hypofluorite FOC1=C2C(=CNC2=CC=C1)C(CC)CC